(S)-N-(4-(4-amino-7-methyl-7H-pyrrolo[2,3-d]pyrimidin-5-yl)-3-(trifluoromethyl)phenyl)-2-(3-fluorophenyl)-2-hydroxyacetamide NC=1C2=C(N=CN1)N(C=C2C2=C(C=C(C=C2)NC([C@@H](O)C2=CC(=CC=C2)F)=O)C(F)(F)F)C